difluoromethyl-3-methoxy-N-(6-methyl-5-(7-(methylamino)-1,6-naphthyridin-3-yl)pyridin-3-yl)picolinamide FC(F)C1=C(C(=NC=C1)C(=O)NC=1C=NC(=C(C1)C=1C=NC2=CC(=NC=C2C1)NC)C)OC